NC=1C(=C(C(=CC1)F)N=S1(CCCC1)=O)OC 1-((3-amino-6-fluoro-2-methoxyphenyl)imino)tetrahydro-1H-1λ6-Thiophene 1-oxide